4-((1R,5R)-2,6-diazabicyclo[3.2.0]heptan-6-yl)-3-chloro-7-(8-ethynylnaphthalen-1-yl)-8-fluoro-1,6-naphthyridine [C@@H]12NCC[C@H]2N(C1)C1=C(C=NC2=C(C(=NC=C12)C1=CC=CC2=CC=CC(=C12)C#C)F)Cl